ClC1=NC(=NC2=CC=CC=C12)C=1C=C(OCC(=O)NC(C)C)C=CC1 2-[3-(4-chloroquinazolin-2-yl)phenoxy]-N-isopropyl-acetamide